[Si](C)(C)(C(C)(C)C)ON1CCC1 [(tert-butyldimethylsilyl)oxy]azetidine